tert-butyl 4-(benzyloxy)-2-((hexahydro-1H-pyrrolizin-7a-yl)methoxy)-5,6-dihydropyrido[3,4-d]pyrimidine-7(8H)-carboxylate C(C1=CC=CC=C1)OC=1C2=C(N=C(N1)OCC13CCCN3CCC1)CN(CC2)C(=O)OC(C)(C)C